4,4'-[spiro(xanthene-9,9'-fluorene)-2,6-Diylbis(oxycarbonyl)]bisaniline C1=CC=CC=2C3=CC=CC=C3C3(C12)C1=CC=C(C=C1OC=1C=CC(=CC13)OC(=O)C1=CC=C(N)C=C1)OC(=O)C1=CC=C(N)C=C1